N-(2-Dimethylamino-ethyl)-N'-(4-methoxy-7-phenyl-thiazolo[4,5-c]pyridin-2-yl)-terephthalamide CN(CCNC(C1=CC=C(C(=O)NC=2SC3=C(C(=NC=C3C3=CC=CC=C3)OC)N2)C=C1)=O)C